(2R,3S,4S,5R)-3-[4,5-difluoro-2-(2H3)methoxyphenyl]-4,5-dimethyl-5-(trifluoromethyl)oxolane-2-carbonitrile FC1=CC(=C(C=C1F)[C@H]1[C@@H](O[C@]([C@H]1C)(C(F)(F)F)C)C#N)OC([2H])([2H])[2H]